C(C)OC1=CC=CC2=C1OC=1CN(CCC12)CCCCOC1=CC=C2C=CC=NC2=C1 7-(4-(8-ethoxy-3,4-dihydrobenzofuro[2,3-c]pyridin-2(1H)-yl)butoxy)quinoline